CN(C(=O)NC=1C(N(C=C(C1)C(F)(F)F)C)=O)C1CCN(CC1)C=1C=CC(=NC1)NC(C)=O N-(5-(4-(1-methyl-3-(1-methyl-2-oxo-5-(trifluoromethyl)-1,2-dihydropyridin-3-yl)ureido)piperidin-1-yl)pyridin-2-yl)acetamide